1-[4-[[3-[4-(difluoromethoxy)-3-fluoro-phenyl]imidazo[1,2-a]pyrazin-8-yl]amino]phenyl]pyrrolidin-2-one FC(OC1=C(C=C(C=C1)C1=CN=C2N1C=CN=C2NC2=CC=C(C=C2)N2C(CCC2)=O)F)F